ClC1=CC(=C(C(=O)N2C[C@H](N(CC2)C=2C(=NC(=CC2)C2=C(C=CC=C2)OCC)CN)CC)C=C1)C(F)(F)F 1-{3-[(2R)-4-[4-chloro-2-(trifluoromethyl)benzoyl]-2-ethylpiperazin-1-yl]-6-(2-ethoxyphenyl)pyridin-2-yl}methylamine